6-(((tetrahydrofuran-3-yl)methyl)amino)pyrazolo[1,5-a]pyridine-3-carbonitrile O1CC(CC1)CNC=1C=CC=2N(C1)N=CC2C#N